C12CCCC(CCC1)CCC2 bicyclo[3.3.3]undecan